5-(1-phenylcyclopropyl)-4,5-dihydroisoxazol-5-carboxylate C1(=CC=CC=C1)C1(CC1)C1(CC=NO1)C(=O)[O-]